ClC1=C(C=CC(=C1)Cl)N1C(SC2=C1C=CC(=C2)O)=O (2,4-dichlorophenyl)-6-hydroxybenzothiazol-2(3H)-one